(S)-3-(1H-benzo[d]imidazol-1-yl)-l-1-chloro-8-hydroxy-10-(trifluoromethyl)-3,4-dihydro-[1,4]thiazepino[2,3,4-ij]quinazolin-6(2H)-one N1(C=NC2=C1C=CC=C2)[C@H]2CN1C(N=C(C3=CC(=CC(=C13)S(C2)Cl)C(F)(F)F)O)=O